FC1=CC=C(CNC2=CC3=CC=CC=C3C=C2)C=C1 N-(4-fluorobenzyl)-2-naphthylamine